COC=1C=C(C=CC1OC)[C@@H](C)NC(C1=C(C=CC(=C1)N1C[C@H]2CC[C@@H](C1)N2C)C)=O N-[(1R)-1-(3,4-Dimethoxyphenyl)ethyl]-2-methyl-5-[(1R,5S)-8-methyl-3,8-diazabicyclo[3.2.1]octan-3-yl]benzamide